C(C)C=1SC(=CC1NC(NS(N(C1CN(CCC1)C)C=1C=NN(C1)C)(=O)=O)=O)CC 3-(2,5-Diethylthiophen-3-yl)-1-[(1-methyl-1H-pyrazol-4-yl)(1-methylpiperidin-3-yl)sulfamoyl]urea